Z-1-bromo-1,2,4,4-tetrafluorobut-2-ene BrC(/C(=C/C(F)F)/F)F